C1(=CC=CC=C1)C(=O)C1=CC=CC=C1 phenyl ketone